2-(4-(Ethylsulfonyl)-2-methoxyphenyl)-4,4,5,5-tetramethyl-1,3,2-dioxaborolane C(C)S(=O)(=O)C1=CC(=C(C=C1)B1OC(C(O1)(C)C)(C)C)OC